NC(C)(C1=CC=C(C=C1)F)C=1C=NC(=NC1)N1CCN(CC1)C1=NC=NN2C1=CC(=C2)C=2C=NN(C2)CC2(CC2)O 1-{4-[4-(4-{5-[1-amino-1-(4-fluoro-phenyl)-ethyl]-pyrimidin-2-yl}-piperazin-1-yl)-pyrrolo[2,1-f][1,2,4]triazin-6-yl]-pyrazol-1-ylmethyl}-cyclopropanol